N.[U] uranium ammonia